1-(1-((tert-butyl-dimethyl-silyl)oxy)propan-2-yl)-4-chloro-5-iodo-1H-pyrazole C(C)(C)(C)[Si](OCC(C)N1N=CC(=C1I)Cl)(C)C